O'-methyl-ribose CO[C@@H]([C@H](C=O)O)[C@H](O)CO